C(OC1=NC=CC=C1)(OC(C(F)(F)F)(C)C)=O pyridin-2-yl (1,1,1-trifluoro-2-methylpropan-2-yl) carbonate